FC1=C(CC=2C=C3C=NN(C3=CC2C(=O)OC)CC(C)C)C=CC(=C1)F methyl 5-(2,4-difluorobenzyl)-1-isobutyl-1H-indazole-6-carboxylate